CN1CN(C(=C1C)C)C 1,3,4,5-tetramethylimidazole